NC=1SC=C(N1)CC(=O)N1CCC(CC1)(N1CCC(CC1)C)C 2-(2-amino-1,3-thiazol-4-yl)-1-(4,4'-dimethyl-1,4'-bipiperidin-1'-yl)ethanone